CC1=CC(=NC=N1)C1=CC=2C=NC(=CC2N1CO)NC1CCOCC1 (2-(6-methylpyrimidin-4-yl)-6-((tetrahydro-2H-pyran-4-yl)amino)-1H-pyrrolo[3,2-c]pyridin-1-yl)methanol